(R)-3-(4-amino-5-iodo-7H-pyrrolo[2,3-d]pyrimidin-7-yl)piperidine NC=1C2=C(N=CN1)N(C=C2I)[C@H]2CNCCC2